FC1=C(C=C(C=C1)NC(=O)NCC1=CN=C(C2=CC=CC=C12)OC)C (S)-1-(4-fluoro-3-methylphenyl)-3-((1-methoxyisoquinolin-4-yl)methyl)urea